BrC=1C(=NC(NC1)=O)C(F)(F)F 5-bromo-4-(trifluoromethyl)pyrimidin-2(1H)-one